(R)-3-(3-(4-bromofuran-2-yl)phenyl)-3-hydroxy-1-methylpyrrolidin-2-one BrC=1C=C(OC1)C=1C=C(C=CC1)[C@]1(C(N(CC1)C)=O)O